N-(4-chloro-3-cyano-1H-indol-7-yl)-1-[(1S,2R)-2-hydroxy-1-methyl-propyl]pyrazole-4-sulfonamide ClC1=C2C(=CNC2=C(C=C1)NS(=O)(=O)C=1C=NN(C1)[C@H]([C@@H](C)O)C)C#N